BrC=1C(=NN(C1)CCOC1OCCCC1)OC bromo-3-methoxy-1-[2-(oxan-2-yloxy)ethyl]pyrazole